CN1N=C(C=C1)C1=NNC=C1NC=1N=CC2=C(N1)NC(C21CC1)=O 2'-((1'-methyl-1H,1'H-[3,3'-bipyrazol]-4-yl)amino)spiro[cyclopropane-1,5'-pyrrolo[2,3-d]pyrimidin]-6'(7'H)-one